C1(CCC1)N1[C@@H](C=2NC3=CC=CC=C3C2C[C@H]1C)C1=C(C=C(C=C1F)OCCN1CC(C1)CF)F (1R,3R)-2-cyclobutyl-1-[2,6-difluoro-4-[2-[3-(fluoromethyl)azetidin-1-yl]ethoxy]phenyl]-3-methyl-1,3,4,9-tetrahydropyrido[3,4-b]indole